NC1=NC=C(C(=N1)NC1=CC=CC=2C=3C(CN(C12)C)=CN(N3)C)C(=O)O 2-amino-4-((2,5-dimethyl-4,5-dihydro-2H-pyrazolo[4,3-c]quinolin-6-yl)amino)pyrimidine-5-carboxylic acid